1-(2-chlorophenyl-5-d)-2-(2H-tetrazol-2-yl)ethyl-1,2,2-d3 carbamate C(N)(OC(C([2H])([2H])N1N=CN=N1)([2H])C1=C(C=CC(=C1)[2H])Cl)=O